(R)-2-((4-(2-(4-chlorophenoxy)acetyl)-2-methylpiperazin-1-yl)methyl)-3-(4-fluoro-2-isopropoxy-5-(trifluoromethyl)phenyl)quinazolin-4(3H)-one ClC1=CC=C(OCC(=O)N2C[C@H](N(CC2)CC2=NC3=CC=CC=C3C(N2C2=C(C=C(C(=C2)C(F)(F)F)F)OC(C)C)=O)C)C=C1